(S)-1-amino-2-(1-(2-cyanoacetyl)piperidin-2-yl)-4-(4-((4-methylpyridin-2-yl)carbamoyl)phenyl)-1H-imidazole-5-carboxamide NN1C(=NC(=C1C(=O)N)C1=CC=C(C=C1)C(NC1=NC=CC(=C1)C)=O)[C@H]1N(CCCC1)C(CC#N)=O